N1[C@@H](CCC1)CCC(=O)O[C@H]1[C@H](NC[C@@H]1O)CC1=CC=C(C=C1)C1=CN=CS1 (2R,3S,4S)-4-hydroxy-2-{[4-(1,3-thiazol-5-yl)phenyl]methyl}pyrrolidin-3-yl 3-[(2S)-pyrrolidin-2-yl]propanoate